NC1=NC=NN2C1=C(C=C2C=2C=C(C(=NC2)OC)C(=O)N[C@@H]2CN(C[C@@H]2C)C(=O)C2CC(CC2)(F)F)C(F)(F)F 5-[4-amino-5-(trifluoromethyl)pyrrolo[2,1-f][1,2,4]triazin-7-yl]-N-[(3S,4S)-1-(3,3-difluoro-cyclopentanecarbonyl)-4-methylpyrrolidin-3-yl]-2-methoxypyridine-3-carboxamide